2-(2-Morpholinoethyl)-1,3-dioxo-2,3-dihydro-1H-benzisoquinolin-6-yl 4-(hydroxymethyl)-3-nitrobenzoate OCC1=C(C=C(C(=O)OC=2C=C3CC(N(C(C3=C3C2C=CC=C3)=O)CCN3CCOCC3)=O)C=C1)[N+](=O)[O-]